13-tetradecadiene CC/C=C/CCCCCCCCC=C